OCCCC(=O)NC(P([O-])([O-])=O)P([O-])([O-])=O ((4-hydroxybutanamido)-methylene)bis(phosphonate)